3-[5-(difluoromethyl)-6-[1-(2,2,2-trifluoroethyl)pyrrolidin-3-yl]-2-pyridyl]-6-methoxy-N-(6-methylpyridazin-3-yl)benzimidazol-5-amine FC(C=1C=CC(=NC1C1CN(CC1)CC(F)(F)F)N1C=NC2=C1C=C(C(=C2)OC)NC=2N=NC(=CC2)C)F